(3S,4R)-1-(3,4,5-trimethoxyphenyl)-4-(5-bromopentyloxy-4-methoxyphenyl)-3-hydroxymethylazetidin-2-one COC=1C=C(C=C(C1OC)OC)N1C([C@@H]([C@@H]1C1=C(C=C(C=C1)OC)OCCCCCBr)CO)=O